Cl.NC(C(=O)O)CC1=C(C=CC(=C1)OC)OC 2-amino-3-(2,5-dimethoxyphenyl)propanoic acid hydrochloride